6'-chloro-4-(difluoromethoxy)-N-(3-methoxy-2,2-dimethylpropyl)-[2,3'-bipyridin]-4'-amine ClC1=CC(=C(C=N1)C1=NC=CC(=C1)OC(F)F)NCC(COC)(C)C